2-bromo-1,3-thiazole-5-carboxylic acid BrC=1SC(=CN1)C(=O)O